(S)-tert-butyl (1-(aminooxy)propan-2-yl)carbamate NOC[C@H](C)NC(OC(C)(C)C)=O